N1C[C@H](CC1)OC1=C(C#N)C=CC=C1 (S)-2-(pyrrolidin-3-yloxy)benzonitrile